C(CC(O)(C(=O)O)CC(=O)O)(=O)O.NC1=CC(=C(C(=O)NCC2CN(CCO2)CC2=CC=C(C=C2)F)C=C1Cl)OCC 4-amino-5-chloro-2-ethoxy-N-[[4-[(4-fluorophenyl)methyl]-2-morpholinyl]methyl]benzamide citrate